FC1(CC(CC1)CN1N=C(C(=C1C(=O)OC)C(F)(F)F)OC)F methyl 1-((3,3-difluorocyclopentyl)methyl)-3-methoxy-4-(trifluoromethyl)-1H-pyrazole-5-carboxylate